C(C1=CC=CC=C1)(=O)C1=CC=C(C=C1)S(=O)(=O)C1=CC=C(C=C1)C1(C(=O)C(=O)C(C2(C(C=CC=C2)C)C2=CC=C(C=C2)S(=O)(=O)C2=CC=C(C=C2)C(C2=CC=CC=C2)=O)=O)C(C=CC=C1)C 1-[4-(4-benzoyl-phenylsulfonyl)-phenyl]-2-methylbenzoylketone